F[B-](F)(F)F.C(CCC)[N+]1(CCCCC1)C 1-butyl-1-methylpiperidinium tetrafluoroborate